2-(3-((2-((1-(3-(dimethylamino)propyl)-1H-pyrazol-4-yl)amino)-5-methylthieno[2,3-d]pyrimidine-4-yl)amino)phenyl)propan-2-ol CN(CCCN1N=CC(=C1)NC=1N=C(C2=C(N1)SC=C2C)NC=2C=C(C=CC2)C(C)(C)O)C